(3,5-bis(trifluoromethyl)phenyl)boric acid FC(C=1C=C(C=C(C1)C(F)(F)F)OB(O)O)(F)F